(S or R)-N-(1-(1-(2-(Azetidin-1-yl)pyrimidin-5-yl)-2-hydroxyethyl)-1H-pyrazol-4-yl)-6-(3-chloro-6-(difluoromethyl)-2-fluorophenyl)-3-methylpyrazine-2-carboxamide N1(CCC1)C1=NC=C(C=N1)[C@@H](CO)N1N=CC(=C1)NC(=O)C1=NC(=CN=C1C)C1=C(C(=CC=C1C(F)F)Cl)F |o1:10|